N-(trans-3-(2-(4-(2,3-dichlorophenyl)piperazine-1-yl)ethyl)cyclobutyl)isothiazole-3-formamide Isopropyl-((S)-(perfluorophenoxy)(phenoxy)phosphoryl)-L-phenylalaninate C(C)(C)N([C@@H](CC1=CC=CC=C1)C(=O)O)[P@](=O)(OC1=CC=CC=C1)OC1=C(C(=C(C(=C1F)F)F)F)F.ClC1=C(C=CC=C1Cl)N1CCN(CC1)CC[C@@H]1C[C@H](C1)NC(=O)C1=NSC=C1